N-(4-(3-(2-nitro-1-phenylethyl)-1H-indol-2-yl)phenyl)acrylamide [N+](=O)([O-])CC(C1=CC=CC=C1)C1=C(NC2=CC=CC=C12)C1=CC=C(C=C1)NC(C=C)=O